C(C)(C)(C)C=1C=C(CP2(OC3=CC=CC=C3C=3C=CC=CC23)=O)C=C(C1O)C(C)(C)C 10-(3,5-di-t-butyl-4-hydroxybenzyl)-9,10-dihydro-9-oxa-10-phosphaphenanthrene-10-oxide